2-cyclohexyl-N-(2-((tetrahydrofuran-3-yl)methoxy)benzyl)ethanamine C1(CCCCC1)CCNCC1=C(C=CC=C1)OCC1COCC1